CN1C(=NC2=C1C=CC=C2NC=2C=NC=1CCCCC1C2)N 1-methyl-N4-(5,6,7,8-tetrahydroquinolin-3-yl)-1H-benzo[d]imidazole-2,4-diamine